C(C)(C)(C)C1=CC(=CC2=C1OP(OC1=C2C=C(C=C1C(C)(C)C)OC)O[C@H](C(F)(F)F)CP1[C@H](CC[C@@H]1C1=CC=CC=C1)C1=CC=CC=C1)OC 4,8-di-tert-butyl-6-(((R)-3-((2R,5R)-2,5-diphenyl-phospholan-1-yl)-1,1,1-trifluoropropan-2-yl)oxy)-2,10-dimethoxydibenzo-[d,f][1,3,2]dioxaphosphepine